indenylmanganese [CH-]1C=CC2=CC=CC=C21.[Mn]